O[C@@H](CN(C[C@@H]([C@H]([C@@H]([C@@H](CO)O)O)O)O)C1CCC(CC1)N)[C@H]([C@@H]([C@@H](CO)O)O)O (2R,3R,4R,5S)-6-{[(2S,3R,4R,5R)-2,3,4,5,6-Pentahydroxyhexyl][(1S,4S)-4-aminocyclohexyl]amino}hexane-1,2,3,4,5-pentaol